ClC1=CC=CC2=C1N=C(O2)[C@H]2N(CCC1=C2N=CN1)C(=O)C1=C(N=C(O1)C(C)(C)O)C(F)F [(4S)-4-(4-chloro-1,3-benzoxazol-2-yl)-1,4,6,7-tetrahydroimidazo[4,5-c]pyridin-5-yl]-[4-(difluoromethyl)-2-(1-hydroxy-1-methyl-ethyl)oxazol-5-yl]methanone